6-(tributylstannyl)pyridinamide C(CCC)[Sn](C1=CC=CC(=N1)C(=O)N)(CCCC)CCCC